(3-(cyclopropylmethoxy)-4-(difluoromethoxy)phenyl)pyrazine-2-carboxylic acid C1(CC1)COC=1C=C(C=CC1OC(F)F)C=1C(=NC=CN1)C(=O)O